ClC=1C=C(C=CC1)P(C1=CC(=CC=C1)Cl)C1=CC(=CC=C1)Cl tris(3-chlorophenyl)phosphine